N-[(1S)-1-[(1S)-7-bromotetralin-1-yl]-2-[4-(3,5-dimethyl-1H-pyrazol-4-yl)anilino]-2-oxo-ethyl]-2-methyl-pyrazole-3-carboxamide BrC1=CC=C2CCC[C@@H](C2=C1)[C@@H](C(=O)NC1=CC=C(C=C1)C=1C(=NNC1C)C)NC(=O)C=1N(N=CC1)C